BrCC=1C=C(C=CC1C(=O)OC)C1N(CCC1)C(=O)OC(C)(C)C tert-butyl 2-(3-(bromomethyl)-4-(methoxycarbonyl)phenyl)pyrrolidine-1-carboxylate